P(=O)(OCC)(OCC)OC1=C(C=CC=C1)C(F)(F)F diethyl trifluoromethylphenyl phosphate